CN1N=C2C=CC(=C(C2=C1)C)C1=CC(=C(N=N1)NC1C[C@@H]2[C@@H](CN(C2)C([2H])([2H])C2CCOCC2)C1)C (3aR,5s,6aS)-N-(6-(2,4-dimethyl-2H-indazol-5-yl)-4-methylpyridazin-3-yl)-2-((tetrahydro-2H-pyran-4-yl)meth-yl-d2)octahydro-cyclopenta[c]pyrrol-5-amine